[I-].C(C)(C)C1=C(OC(=O)OC[N+](C)(C)COC(=O)OC2=C(C=CC=C2C(C)C)C(C)C)C(=CC=C1)C(C)C 1-(((2,6-diisopropylphenoxy)carbonyl)oxy)-N-((((2,6-diisopropylphenoxy)carbonyl)oxy)methyl)-N,N-dimethyl-methanaminium iodide